2-(1-bromoethyl)oxirane BrC(C)C1OC1